[Zn].C(C)C1=C(C=2C=C3C(=C(C(=CC=4[C@H]([C@H](C(=C(C5=CC(=C(N5)C=C1N2)C)C)N4)C(C(=O)N(C)CCOCCO)C)C)N3)C)C=C)C ((7S,8S)-18-ethyl-2,5,8,12,17-pentamethyl-13-vinyl-7H,8H-porphyrin-7-yl)-N-(2-(2-hydroxyethoxy)ethyl)-N-methylpropanamide Zinc